C(C1=CC=CC=C1)N1N=NC2=C1C=C(C=C2)S(=O)(=O)C=2C=C(N(C2C)C)C(=O)NCC2=C(C=CC1=C2C=CO1)F 4-((1-benzyl-1H-benzo[d][1,2,3]triazol-6-yl)sulfonyl)-N-((5-fluorobenzofuran-4-yl)methyl)-1,5-dimethyl-1H-pyrrole-2-carboxamide